N3-(2-chloro-6-fluorobenzyl)-1-(piperidin-4-yl)-1H-pyrazolo[3,4-d]pyrimidine-3,4-diamine ClC1=C(CNC2=NN(C3=NC=NC(=C32)N)C3CCNCC3)C(=CC=C1)F